C(C)(=O)NCCCN N-acetyl-1,3-propanediamine